OC1(CCN(CC1)C(=O)OCC1=CC=CC=C1)CN1C=CC2=C(C=CC=C12)CN1C(N(CCC1)C1=CC(=C(C=C1)OC)OCCCCC)=O benzyl 4-hydroxy-4-((4-((3-(4-methoxy-3-(pentyloxy)phenyl)-2-oxotetrahydropyrimidin-1(2H)-yl)methyl)-1H-indol-1-yl)methyl)piperidine-1-carboxylate